(E)-dodec-10-en-1-yl acrylate C(C=C)(=O)OCCCCCCCCC\C=C\C